Tert-Butyl N-[1-[4-[(2,4-Dioxo-3-Azabicyclo[3.1.1]Heptan-5-Yl)Amino]Phenyl]-4-Piperidyl]Carbamate O=C1C2CC(C(N1)=O)(C2)NC2=CC=C(C=C2)N2CCC(CC2)NC(OC(C)(C)C)=O